ClC=1C(=C2C(=NC1)OCO2)C(=O)NC2=C1C(N(CC1=CC=C2)[C@H](C(C)(C)O)C2CC2)=O (S)-6-chloro-N-(2-(1-cyclopropyl-2-hydroxy-2-methylpropyl)-3-oxoisoindolin-4-yl)-[1,3]dioxolo[4,5-b]pyridine-7-carboxamide